(R)-N-(2-Methoxy-5-(4-(trifluoromethyl)phenoxy)phenyl)-1-(2-methoxyacetyl)-pyrrolidine-2-carboxamide COC1=C(C=C(C=C1)OC1=CC=C(C=C1)C(F)(F)F)NC(=O)[C@@H]1N(CCC1)C(COC)=O